Methyl ((4-bromophenoxy)(((2S,5R)-5-(5-chloro-2,4-dioxo-3,4-dihydropyrimidin-1(2H)-yl)-2,5-dihydrofuran-2-yl)methoxy) phosphoryl)-L-alaninate BrC1=CC=C(OP(=O)(OC[C@H]2O[C@H](C=C2)N2C(NC(C(=C2)Cl)=O)=O)N[C@@H](C)C(=O)OC)C=C1